C(#N)[C@@]1(CC12CC2)C=2C=C1C=C(N=CC1=CC2)NC(=O)[C@H]2[C@H]([C@@H]2C=2C=NN(C2)C)C (1S,2S,3S)-N-(6-((R)-1-cyanospiro[2.2]pentan-1-yl)isoquinolin-3-yl)-2-methyl-3-(1-methyl-1H-pyrazol-4-yl)cyclopropane-1-carboxamide